6-(3-isopropyl-5-(1-(tetrahydro-2H-pyran-4-yl)piperidin-4-yl)-1H-indol-2-yl)-7-methyl-[1,2,4]triazolo[4,3-a]pyridine C(C)(C)C1=C(NC2=CC=C(C=C12)C1CCN(CC1)C1CCOCC1)C=1C(=CC=2N(C1)C=NN2)C